1-butyl-3-methylimidazolium furanate O1C(=CC=C1)C(=O)[O-].C(CCC)N1C=[N+](C=C1)C